3,5-Dichloro-6-((5-fluoro-3-(2,2,2-trifluoroethoxy)pyridin-2-yl)oxy)imidazo[1,2-a]pyridine-2-carboxylic acid ClC1=C(N=C2N1C(=C(C=C2)OC2=NC=C(C=C2OCC(F)(F)F)F)Cl)C(=O)O